rac-(1SR,5RS,6RS,7SR)-5-allyl-2-azabicyclo[4.2.0]Octane-2,7-dicarboxylic acid di-tert-butyl ester C(C)(C)(C)OC(=O)N1[C@H]2C[C@@H]([C@H]2[C@@H](CC1)CC=C)C(=O)OC(C)(C)C |r|